tetraepoxyphenyl-diaminodiphenyl-methaneal C12(C34C(C5C(=C1O2)O5)(O3)O4)C4=C(C(=C(C=C4)C(=O)C4=CC=CC=C4)N)N